ClC=1C(=C2C=NN(C2=CC1)C)C=1C=C(C=CC1)NC(C1=CC(=C(C=C1)NC(\C=C\CCl)=O)C#N)=O (E)-N-(3-(5-chloro-1-methyl-1H-indazol-4-yl)phenyl)-4-(4-chlorobut-2-enamido)-3-cyanobenzamide